C(C)N1C(C(OC2(C1)CCN(CC2)C(=O)OC(C)(C)C)C)=O tert-butyl 4-ethyl-2-methyl-3-oxo-1-oxa-4,9-diazaspiro[5.5]undecane-9-carboxylate